1-((3,7-dimethyloct-6-en-1-yl)oxy)dodeca-1,10-diene CC(CCOC=CCCCCCCCC=CC)CCC=C(C)C